(R)-(1-(((3-(2-cyano-2-(pyrimidin-2-yl)vinyl)phenethyl)carbonyl)amino)-2-phenylethyl)boronic acid C(#N)C(=CC=1C=C(CCC(=O)N[C@@H](CC2=CC=CC=C2)B(O)O)C=CC1)C1=NC=CC=N1